C(C1=CC=CC=C1)N1[C@]([C@H](CC1=O)NC(=O)C1CC1)(C)C=1C=C2C=NN(C2=CC1)C1=CC=C(C=C1)F |r| N-[rac-(2R,3S)-1-benzyl-2-[1-(4-fluorophenyl)indazol-5-yl]-2-methyl-5-oxopyrrolidin-3-yl]cyclopropanecarboxamide